2-[3,5-bis(trifluoromethyl)phenyl][1,2,4]triazolo[1,5-c]quinazolin FC(C=1C=C(C=C(C1)C(F)(F)F)C1=NN2C=NC=3C=CC=CC3C2=N1)(F)F